COC1=CC=C(CN2C(C3=CC=CC(=C3C2C2=C(C=CC=C2)C)NC(=O)C2=NN=C3N2C=CC=C3)=O)C=C1 N-(2-(4-Methoxybenzyl)-1-oxo-3-(o-tolyl)isoindolin-4-yl)-[1,2,4]triazolo[4,3-a]pyridine-3-carboxamide